6-(4-fluorophenyl)-5-(2-methyl-2H-indazol-7-yl)isoindolin-1-one FC1=CC=C(C=C1)C1=C(C=C2CNC(C2=C1)=O)C1=CC=CC2=CN(N=C12)C